C(C)(C)(C)C1=NN(C(=C1O)CCC)CC 3-tert-butyl-1-ethyl-4-hydroxy-5-n-propyl-pyrazole